C(CCC=CCCCCCCC)(=O)O 4-dodecenoic acid